3-(5-fluoro-3-pyridinyl)isoxazolidine HCl Cl.FC=1C=C(C=NC1)C1NOCC1